7-(2-(2-(6-(((2-aminopyrimidin-4-yl)methyl)(methyl)amino)-2-methyl-4-oxo-5,6,7,8-tetrahydroquinazolin-3(4H)-yl)ethoxy)-5-chlorophenyl)-5-methylthieno[3,2-b]pyridine-3-carboxylic acid NC1=NC=CC(=N1)CN(C1CC=2C(N(C(=NC2CC1)C)CCOC1=C(C=C(C=C1)Cl)C1=C2C(=NC(=C1)C)C(=CS2)C(=O)O)=O)C